nitroisostearyl alcohol [N+](=O)([O-])C(CCCCCCCCCCCCCCC(C)C)O